4-((2-propyloctyl)oxy)butan-1-ol C(CC)C(COCCCCO)CCCCCC